NC1=C(C=C(C=C1)F)/C=C/C(=O)OCC ethyl (E)-3-(2-amino-5-fluorophenyl)acrylate